NCCNN 2-aminoethylhydrazine